C(C)(C)(C)OC(=O)N1C2=C(CCC1)ON=C2C(=O)O 4-(tert-butoxycarbonyl)-4,5,6,7-tetrahydroisoxazolo[4,5-b]pyridine-3-carboxylic acid